Cesium 4-(tert-butoxy)-4-oxobutyrate C(C)(C)(C)OC(CCC(=O)[O-])=O.[Cs+]